azepan-4-yl 4-(((3R,4R)-1-(2-cyanoacetyl)-4-methylpiperidin-3-yl) (methyl) amino)-7H-pyrrolo[2,3-d]pyrimidine-7-carboxylate C(#N)CC(=O)N1C[C@@H]([C@@H](CC1)C)N(C=1C2=C(N=CN1)N(C=C2)C(=O)OC2CCNCCC2)C